butyldi(1-adamantyl)phosphine C(CCC)P(C12CC3CC(CC(C1)C3)C2)C23CC1CC(CC(C2)C1)C3